ClC=1C=CC(=C(C1)C1=NC(=NC(=C1)C1=CC=CC=C1)C1=CC=CC=C1)C=1C=NC=CC1 4-(5-chloro-2-(pyridin-3-yl)phenyl)-2,6-diphenylpyrimidine